O1C(=NC2=C1C=CC=C2)C2CCN(CC2)C2=C(C(N(C1=CC(=CC=C21)C)C)=O)C#N 4-[4-(1,3-benzoxazol-2-yl)piperidin-1-yl]-1,7-dimethyl-2-oxo-1,2-dihydroquinoline-3-carbonitrile